C1(CC1)CN1C(C=2N=C(N=CC2C=C1C1=C(C(=CC(=C1Cl)OC)OC)Cl)N[C@@H]1COCC[C@@H]1NC(C=C)=O)=O N-((3S,4S)-3-((7-(cyclopropylmethyl)-6-(2,6-dichloro-3,5-dimethoxyphenyl)-8-oxo-7,8-dihydropyrido[3,4-d]pyrimidin-2-yl)amino)tetrahydro-2H-pyran-4-yl)acrylamide